(3,5-dimethoxyphenyl)-4-(3-cyclopentylpropionyl)piperazine-2,5-dione COC=1C=C(C=C(C1)OC)N1C(CN(C(C1)=O)C(CCC1CCCC1)=O)=O